FC(OC=1C=C2C(=NC(=NC2=CC1)C)O)F 6-(difluoromethoxy)-2-methylquinazolin-4-ol